2,2-Bis(4-hydroxyphenyl)hexafluoropropane dimethyl-m-hemipinate COC(C=1C(C(=O)OC)=CC(OC)=C(OC)C1)=O.OC1=CC=C(C=C1)C(C(F)(F)F)(C(F)(F)F)C1=CC=C(C=C1)O